6-(2,5-dimethoxyphenyl)-2-oxo-1,2-dihydropyridine-3-carbonitrile COC1=C(C=C(C=C1)OC)C1=CC=C(C(N1)=O)C#N